4-(6,7-dimethylpyrazolo[1,5-a]pyrimidin-3-yl)-2-methyl-2-phenyl-2H-benzo[e][1,3]oxazine CC=1C=NC=2N(C1C)N=CC2C2=NC(OC1=C2C=CC=C1)(C1=CC=CC=C1)C